5-azoniaspiro[4.6]undecane bromide [Br-].C1CCC[N+]12CCCCCC2